BrC1=CN(C2=C1C(=NC=C2)N2[C@H](CN(CC2)C(=O)OC(C)(C)C)C)S(=O)(=O)C2=CC=C(C)C=C2 tert-Butyl (S)-4-(3-bromo-1-tosyl-1H-pyrrolo[3,2-c]pyridin-4-yl)-3-methylpiperazine-1-carboxylate